N-((1r,4r)-4-(difluoromethoxy)cyclohexyl)-2-(1H-imidazol-1-yl)pyrimidine-4-carboxamide FC(OC1CCC(CC1)NC(=O)C1=NC(=NC=C1)N1C=NC=C1)F